1-bromo-2-(methoxymethyl)-4-(trifluoromethyl)benzene BrC1=C(C=C(C=C1)C(F)(F)F)COC